tert-butyl (4R)-2-(4-(2,4-difluoro-6-(2-methoxyethoxy)phenyl)-2-fluoro-7-hydroxythieno[2,3-c]pyridin-5-yl)-4-methyl-6,7-dihydropyrazolo[1,5-a]pyrazine-5(4H)-carboxylate FC1=C(C(=CC(=C1)F)OCCOC)C1=C2C(=C(N=C1C1=NN3C([C@H](N(CC3)C(=O)OC(C)(C)C)C)=C1)O)SC(=C2)F